NC(C(=O)NC(C)C(CCl)=O)CC1=CC=C(C=C1)F 2-amino-N-(4-chloro-3-oxobutan-2-yl)-3-(4-fluorophenyl)propanamide